S(=O)(=O)([O-])[O-].C[NH3+].C[NH3+] di(methylammonium) sulfate